CC(C(C(O)=[N+]=[N-])=O)C dimethyl-(1-diazo-2-oxo-propanol)